Mercaptobenzylthiazolen SC1C(=NSC1)CC1=CC=CC=C1